(R)-1-(dibenzo[b,d]furan-2-yl)-2-methylpropan-1-amine C1=C(C=CC=2OC3=C(C21)C=CC=C3)[C@@H](C(C)C)N